FC(OC1=NC=CC=C1OCC1CN(CCC1)C(=O)OC(C)(C)C)(F)F tert-butyl 3-({[2-(trifluoromethoxy)pyridin-3-yl]oxy}methyl)piperidine-1-carboxylate